1-(pyridin-4-yl)-5-(trifluoromethyl)-1H-pyrazole-4-carboxamide N1=CC=C(C=C1)N1N=CC(=C1C(F)(F)F)C(=O)N